CC1(CC(=CC(=C1)N)N(C)C)NC 1,N1,N3,N3-tetramethylbenzene-1,3,5-triamine